(1-ethoxycyclopropoxy)trimethylsilane (S)-(+)-4-[7-(2,2-dimethyl-1-oxopropoxy)-4-methyl-2-[4-[2-(1-piperidinyl)-ethoxy]phenyl]-2H-1-benzopyran-3-yl]-phenyl-2,2-dimethylpropanoate CC(C(OC1=CC2=C(C(=C([C@@H](O2)C2=CC=C(C=C2)OCCN2CCCCC2)C2=CC=C(C=C2)OC(C(C)(C)C)=O)C)C=C1)=O)(C)C.C(C)OC1(CC1)O[Si](C)(C)C